CP(C=1C(=CC=C2C(=CNC12)C1=NC(=NC=C1C(F)(F)F)N[C@@H]1CN(CCC1)CCCCCNC(OC(C)(C)C)=O)C(=O)OC)(=O)C methyl 7-[dimethyl(oxo)-λ5-phosphoranyl]-3-(2-{[(3S)-1-(2,2-dimethyl-4-oxo-5-aza-3-oxadeca-10-yl)hexahydropyridin-3-yl]amino}-5-(trifluoromethyl)pyrimidin-4-yl)-1H-indole-6-carboxylate